COC1=CC=C(CN(S(=O)(=O)CCCNC=2N=CC3=CC(=C(C=C3C2)C(F)(F)P(O)(O)=O)Br)CC2=CC=C(C=C2)OC)C=C1 ((3-((3-(N,N-bis(4-methoxybenzyl)sulfamoyl)propyl)amino)-7-bromoisoquinolin-6-yl)difluoromethyl)phosphonic acid